FC1=CC=C(C=C1)C=1N=C2N(N=CC=C2)C1/C=C/C(=O)N1CCN(CC1)C1=CC=CC=C1 (E)-3-(2-(4-fluorophenyl)imidazo[1,2-b]pyridazin-3-yl)-1-(4-phenylpiperazin-1-yl)prop-2-en-1-one